[N+](=O)([O-])C1=CC=CC23C1=CN=C3C=CC(C2)=O 7-nitrobenzo[c]indol-2(1H)-one